butyl 2-(5-amino-2-methyl-6-oxopyrimidin-1(6H)-yl)acetate NC1=CN=C(N(C1=O)CC(=O)OCCCC)C